FC1=CC=C(C=C1)C1=CNC(=N1)SCC1=CC=C(C=C1)S(=O)C 5-(4-Fluorophenyl)-2-(4-methanesulfinyl-benzylsulfanyl)-3H-imidazol